N-[5-[2-chloro-4-methyl-5-[(3R)-3-methyl-4-prop-2-enoyl-piperazine-1-carbonyl]phenyl]sulfanylthiazol-2-yl]cyclopropanecarboxamide ClC1=C(C=C(C(=C1)C)C(=O)N1C[C@H](N(CC1)C(C=C)=O)C)SC1=CN=C(S1)NC(=O)C1CC1